(5-fluorobenzo[c]isothiazol-3-yl)piperidin-4-amine hydrochloride salt Cl.FC1=CC=2C(=NSC2N2CCC(CC2)N)C=C1